tris(2-carboxyethyl)phosphine tert-butyl-4-(2-(3-(2-(1,3-dioxoisoindolin-2-yloxy)ethoxy)-N-isobutylpropanamido)ethyl)piperidine-1-carboxylate C(C)(C)(C)OC(=O)N1CCC(CC1)CCN(C(CCOCCON1C(C2=CC=CC=C2C1=O)=O)=O)CC(C)C.C(=O)(O)CCP(CCC(=O)O)CCC(=O)O